C1=CC=CC=2C3=CC=CC=C3C(C12)COC(=O)N[C@@H](CCCCNC(COCCOCCNC(COCCOCCNC(CCC(NC(CCCCCCCCCCCCCCCCCCC(OC(C)(C)C)=O)=O)C(=O)OC(C)(C)C)=O)=O)=O)C(=O)O (52S)-52-((((9H-fluoren-9-yl)methoxy)carbonyl)amino)-25-(tert-butoxycarbonyl)-2,2-dimethyl-4,23,28,37,46-pentaoxo-3,32,35,41,44-pentaoxa-24,29,38,47-tetraazatripentacontan-53-oic Acid